NCCC[N+]1=CC=C(C=C1)\C=C\C1=CC=C(C=C1)N1CCNCC1 (E)-1-(3-aminopropyl)-4-(4-(piperazin-1-yl)styryl)pyridin-1-ium